(S)-N-(5-(2-(2-aminopyridin-3-yl)-5-(3-(difluoromethyl)-1H-pyrazol-1-yl)-3H-imidazo[4,5-b]pyridin-3-yl)-2,3-dihydro-1H-inden-1-yl)-3-formyl-4-hydroxybenzamide NC1=NC=CC=C1C1=NC=2C(=NC(=CC2)N2N=C(C=C2)C(F)F)N1C=1C=C2CC[C@@H](C2=CC1)NC(C1=CC(=C(C=C1)O)C=O)=O